4-bromo-3-chloro-2-fluoro-6-((tetrahydro-2H-pyran-4-yl)amino)benzamide BrC1=C(C(=C(C(=O)N)C(=C1)NC1CCOCC1)F)Cl